2-(4-hydroxy-3-methoxy-phenyl)acetic acid 3-methylbut-2-enyl ester CC(=CCOC(CC1=CC(=C(C=C1)O)OC)=O)C